3-chloro-N-(pyridin-2-yl)benzamid ClC=1C=C(C(=O)NC2=NC=CC=C2)C=CC1